NC1=NN2C(C=C(C=C2)C=2C(=C(C(=O)NCC[C@@H](O)C3=CC=C(C=C3)Cl)C(=CC2)Cl)F)=N1 (R)-3-(2-amino-[1,2,4]triazolo[1,5-a]pyridin-7-yl)-6-chloro-N-(3-(4-chlorophenyl)-3-hydroxypropyl)-2-fluorobenzamide